C(C(C)C)(=O)O[C@@H]1C[C@@H]2[C@H]([C@H]([C@@H](C2=CC1)N1C(NC(C=C1)=O)=O)O)O (1R,2S,3R,3aS,5S)-1-(2,4-dioxo-3,4-dihydropyrimidin-1(2H)-yl)-2,3-dihydroxy-2,3,3a,4,5,6-hexahydro-1H-inden-5-yl isobutyrate